5-iodo-1H-1,2,4-triazole IC1=NC=NN1